C(C)(=O)O[C@@H]1[C@@H](C2OC(OC[C@H]2OC1)(C)C)N1N=NC(=C1)C1=CC(=C(C(=C1)F)Cl)F (4aR,6R,7R,8S,6aR)-7-acetoxy-8-(4-(4-chloro-3,5-difluorophenyl)-1H-1,2,3-triazol-1-yl)-2,2-dimethylhexahydropyrano[3,2-d][1,3]dioxine